N-(2,3-dichlorophenyl)-N-(2-hydroxyethyl)-5-(1-methyl-1H-pyrazol-4-yl)-1H-benzo[d]imidazole-2-carboxamide ClC1=C(C=CC=C1Cl)N(C(=O)C1=NC2=C(N1)C=CC(=C2)C=2C=NN(C2)C)CCO